N-[2-amino-5-(4-fluorophenyl)phenyl]-6-(methylsulfonimidoyl)pyridine-3-carboxamide NC1=C(C=C(C=C1)C1=CC=C(C=C1)F)NC(=O)C=1C=NC(=CC1)S(=O)(=N)C